FC1=CNC=C1 (R)-3-fluoropyrrole